C(C)(=O)N1CC[C@@H]2N(C([C@H](C1)NC(=O)C=1NC3=CC=C(C=C3C1)C(F)(F)P(O)(O)=O)=O)[C@@H](CC2)C(N[C@@H](C)C2=CC=CC=C2)=O ((2-(((5S,8S,10aR)-3-acetyl-6-oxo-8-(((S)-1-phenylethyl)carbamoyl)decahydropyrrolo[1,2-a][1,5]diazocin-5-yl)carbamoyl)-1H-indol-5-yl)difluoromethyl)phosphonic acid